CC=1N=C2N(C=C(C(=C2)C)NC(=O)N2CCC=3C2=NC=CC3N3CCNCC3)C1 N-(2,7-dimethylimidazo[1,2-a]pyridin-6-yl)-4-(piperazin-1-yl)-2,3-dihydro-1H-pyrrolo[2,3-b]pyridine-1-carboxamide